C(C)(C)(C)NC(C(=O)N1[C@@H]([C@@H]2[C@H](C1)CCC2)C(=O)N[C@@H](CC=2C(NC=CC2)=O)C(COC(F)(F)F)=O)=O (1S,3aR,6aS)-2-(2-(tert-butylamino)-2-oxoacetyl)-N-((S)-3-oxo-1-(2-oxo-1,2-dihydropyridin-3-yl)-4-(trifluoromethoxy)butan-2-yl)octahydrocyclopenta[c]pyrrole-1-carboxamide